3-[8-Dimethylamino-1-(2-methoxy-ethyl)-2-oxo-8-phenyl-1,3-diazaspiro[4.5]decan-3-yl]-N-(2-hydroxy-ethyl)-propionamide CN(C1(CCC2(CN(C(N2CCOC)=O)CCC(=O)NCCO)CC1)C1=CC=CC=C1)C